FCCCN1CC(C1)CC1=CC=C(C=C1)C1=C(C(CCC2=C1C=CC=C2)C)C2=C(C(=CC=C2)C(F)(F)F)C 9-(4-((1-(3-Fluoropropyl)azetidin-3-yl)methyl)phenyl)-7-methyl-8-(2-methyl-3-(trifluoromethyl)phenyl)-6,7-dihydro-5H-benzo[7]annulen